4-((1S,2S)-2-(6-(2,4-dimethoxypyrimidin-5-yl)imidazo[1,2-b]pyridazin-8-yl)cyclopropyl)-2,5-difluorobenzonitrile COC1=NC=C(C(=N1)OC)C=1C=C(C=2N(N1)C=CN2)[C@@H]2[C@H](C2)C2=CC(=C(C#N)C=C2F)F